S-ethyl-L-methionine Sulfonium Chloride [Cl-].[SH3+].C(C)[S+](CC[C@H](N)C(=O)O)C.[Cl-]